N-cyclopropyl-N-(2-cyclopropyl-5-methylbenzyl)-3-(difluoromethyl)-5-fluoro-1H-pyrazole-4-carboxamide C1(CC1)N(C(=O)C=1C(=NNC1F)C(F)F)CC1=C(C=CC(=C1)C)C1CC1